(5S)-{[2-(4-carboxyphenyl)ethyl][2-(2-{[3-chloro-4'-(trifluoromethyl)biphenyl-4-yl]methoxy}phenyl)ethyl]-amino}-5,6,7,8-tetrahydroquinoline C(=O)(O)C1=CC=C(C=C1)CCN(CCC1=C(C=CC=C1)OCC1=C(C=C(C=C1)C1=CC=C(C=C1)C(F)(F)F)Cl)C1=NC=2CCCCC2C=C1